FC1=C(C(=O)N[C@H](C(=O)OCCC)CC2=C3C=CC=NC3=C(C=C2)N2C(N(C3=C(C2=O)C=CN=C3)C)=O)C(=CC(=C1)N1[C@H](COCC1)C(F)(F)F)C Propyl (S)-2-(2-fluoro-6-methyl-4-((R)-3-(trifluoromethyl)morpholino)benzamido)-3-(8-(1-methyl-2,4-dioxo-1,4-dihydropyrido[3,4-d]pyrimidin-3(2H)-yl)quinolin-5-yl)propanoate